ClC1=CC=C(S1)S(=O)(=O)N1CCNCC1 4-((5-chlorothiophene-2-yl)sulfonyl)piperazine